ClC1=C(C(=O)NC=2C(=C(C(=CC2)F)NC(OCC)=O)F)C=C(C=C1)NC(=O)[C@@H]1C([C@H]1C1=CC(=C(C=C1)Cl)Cl)(Cl)Cl Ethyl (3-(2-chloro-5-((1R,3R)-2,2-dichloro-3-(3,4-dichlorophenyl)cyclopropane-1-carboxamido)benzamido)-2,6-difluorophenyl)carbamate